NC1=NC=C(C=C1C(=O)NC1CC1)C=1C=C2C(=NC=NC2=CC1)N1CCC2=CC(=C(C=C12)Cl)F 2-amino-5-[4-(6-chloro-5-fluoro-indolin-1-yl)quinazolin-6-yl]-N-cyclopropyl-pyridine-3-carboxamide